(R)-N-cyclopropyl-5-(4-(4-methoxypyrazolo[1,5-a]pyridin-2-yl)-1,4,6,7-tetrahydro-5H-imidazo[4,5-c]pyridin-5-yl)pyrazine-2-carboxamide C1(CC1)NC(=O)C1=NC=C(N=C1)N1[C@H](C2=C(CC1)NC=N2)C2=NN1C(C(=CC=C1)OC)=C2